2-(4-cyclopropyl-6-methoxy-pyrimidin-5-yl)-5-methoxy-4-methylsulfonyl-pyrimidine C1(CC1)C1=NC=NC(=C1C1=NC=C(C(=N1)S(=O)(=O)C)OC)OC